OC[C@H](C1=CC=CC=C1)NC1=CC(=NC=C1C=1OC=NN1)NC1=CC=C2C(=N1)C(N(C2=O)CCC)(C)C (S)-2-((4-((2-hydroxy-1-phenylethyl)amino)-5-(1,3,4-oxadiazol-2-yl)pyridin-2-yl)amino)-7,7-dimethyl-6-propyl-6,7-dihydro-5H-pyrrolo[3,4-b]pyridin-5-one